ClC=1C=C(C=C(C1)F)[C@@H]1N(CCC1)C1=NC=2N(C=C1)N=CC2C2N(CCC2O)C(=O)N 5-((R)-2-(3-chloro-5-fluorophenyl)pyrrolidin-1-yl)pyrazolo[1,5-a]pyrimidin-3-yl-3-hydroxypyrrolidine-1-carboxamide